6-Cyclopropyl-3-(((R)-7-((2S,4R)-4-((2,2-difluoroethyl)amino)-2-(2,5-difluorophenyl)piperidine-1-carbonyl)-7-azaspiro[4.5]decan-10-yl)methyl)pyrimidin-4(3H)-one C1(CC1)C1=CC(N(C=N1)C[C@@H]1CCN(CC12CCCC2)C(=O)N2[C@@H](C[C@@H](CC2)NCC(F)F)C2=C(C=CC(=C2)F)F)=O